3,6-dimethyl-1-(N-methyl-N-benzylamino)-7-cyano-8-hydroxyisoquinoline CC=1N=C(C2=C(C(=C(C=C2C1)C)C#N)O)N(CC1=CC=CC=C1)C